NC1=NN2C(C=C(C=C2)C=2C=C3C(=CN(C3=CC2)C)C(=O)N[C@@H](CF)C2=CC(=CC=C2)F)=N1 (R)-5-(2-amino-[1,2,4]triazolo[1,5-a]pyridin-7-yl)-N-(2-fluoro-1-(3-fluorophenyl)ethyl)-1-methyl-1H-indole-3-carboxamide